FC1(CCN(CCC1)C1=NC2=CC(=CC=C2C=C1C(=O)NC1=CC(=CC=C1)SC)F)F 2-(4,4-difluoroazepan-1-yl)-7-fluoro-N-(3-(methylthio)phenyl)quinoline-3-carboxamide